N-(3-nitropyridine-2-yl)pivalic amide [N+](=O)([O-])C=1C(=NC=CC1)NC(C(C)(C)C)=O